Dibenzo[b,d]thiophen-4-yltriethylsilane C1=CC=C(C=2SC3=C(C21)C=CC=C3)[Si](CC)(CC)CC